C(C)(C)(C)C1=CC=C(C=C1)C1=CC=C2CCCN(C2=C1)C1=NN=C2N1C1=CC(=C(C=C1C=N2)F)Cl (7-(4-(tert-butyl)phenyl)-3,4-dihydroquinolin-1(2H)-yl)-8-chloro-7-fluoro-[1,2,4]triazolo[4,3-a]Quinazoline